bis(benzoyl)-(3-hexen-3-yl)-phosphine C(C1=CC=CC=C1)(=O)P(C(CC)=CCC)C(C1=CC=CC=C1)=O